Cl.C1NCC12CCN(CC2)C(=O)OCCCC 7-butyl 2,7-diazaspiro[3.5]nonane-7-carboxylate hydrochloride